[(1S,2S)-2-[[5-(2-Aminopyrazolo[1,5-a]pyridin-5-yl)pyrimidin-2-yl]methoxy]cyclopentyl] acetate C(C)(=O)O[C@@H]1[C@H](CCC1)OCC1=NC=C(C=N1)C1=CC=2N(C=C1)N=C(C2)N